(4-((2-(1H-imidazol-2-yl)ethyl)amino)-6-(4-(4-fluorobenzyl)piperazin-1-yl)-1,3,5-triazin-2-yl)-L-lysine methyl ester COC([C@@H](NC1=NC(=NC(=N1)NCCC=1NC=CN1)N1CCN(CC1)CC1=CC=C(C=C1)F)CCCCN)=O